(S)-2-chloro-1,4-dimethyl-5-(2-oxo-2-((1,1,1-trifluoroprop-2-yl)amino)acetyl)-1H-pyrrole-3-carboxylic acid ClC=1N(C(=C(C1C(=O)O)C)C(C(N[C@H](C(F)(F)F)C)=O)=O)C